butyl 2-(5-((dibenzo[b,d]furan-2-ylmethyl)amino)-2-(methylthio)-6-oxopyrimidin-1(6H)-yl)acetate C1=C(C=CC=2OC3=C(C21)C=CC=C3)CNC3=CN=C(N(C3=O)CC(=O)OCCCC)SC